5-{3-[1-(2-methylphenyl)ethyl]-1,2,4-oxadiazol-5-yl}-1-(2-methylpropyl)-1H-1,2,3-benzotriazole CC1=C(C=CC=C1)C(C)C1=NOC(=N1)C1=CC2=C(N(N=N2)CC(C)C)C=C1